CC1=CN=C(S1)C1=NC=C2N1CCNC2C 5-Methyl-2-(8-methyl-5,6,7,8-tetrahydroimidazo[1,5-a]pyrazin-3-yl)thiazole